(S)-(1-((3-((5-cyanothiophen-2-yl)sulfonyl)phenyl)thio)pyrrolidin-2-yl)methyl (4-fluorophenyl)carbamate FC1=CC=C(C=C1)NC(OC[C@H]1N(CCC1)SC1=CC(=CC=C1)S(=O)(=O)C=1SC(=CC1)C#N)=O